2-(2,6-dioxopiperidin-3-yl)-5-(4-(6-(6-((R)-2-(3-fluorophenyl)pyrrolidin-1-yl)imidazo[1,2-b]pyridazin-3-yl)pyridin-2-yl)piperazin-1-yl)isoindoline-1,3-dione O=C1NC(CCC1N1C(C2=CC=C(C=C2C1=O)N1CCN(CC1)C1=NC(=CC=C1)C1=CN=C2N1N=C(C=C2)N2[C@H](CCC2)C2=CC(=CC=C2)F)=O)=O